C1CCC2=NC=3C=CC=CC3C(=C21)N 1H,2H,3H-cyclopenta[b]quinolin-9-amine